S(=O)(=O)(O)SC[C@H](NC(CC[C@H](N)C(=O)O)=O)C(=O)NCC(=O)O S-Sulfoglutathion